1-(4-((2-(4-cyclopropyl-6-methoxypyrimidin-5-yl)-5-oxo-6,7-dihydropyrazolo[1,5-a]pyrimidin-4(5H)-yl)methyl)-2-fluorophenyl)-5-methoxy-1H-pyrazole-3-carbonitrile C1(CC1)C1=NC=NC(=C1C1=NN2C(N(C(CC2)=O)CC2=CC(=C(C=C2)N2N=C(C=C2OC)C#N)F)=C1)OC